O1C=NC=C1CNC(C(=O)[C@H]1N(CCC1)C(CNC(=O)C1=CC=NC2=CC=C(C=C12)OCCCN1CCN(CC1)C(=O)OC(C)(C)C)=O)=O tert-butyl (S)-4-(3-((4-((2-(2-(2-((oxazol-5-ylmethyl)amino)-2-oxoacetyl)pyrrolidin-1-yl)-2-oxoethyl)carbamoyl)quinolin-6-yl)oxy)propyl)piperazine-1-carboxylate